Cl.Cl.C1(CC1)[C@H]1CN(CCN1)C=1N=NC(=CN1)C1=C(C=C(C=C1)C=1C=NNC1)O 2-{3-[(3S)-3-cyclopropylpiperazin-1-yl]-1,2,4-triazin-6-yl}-5-(1H-pyrazol-4-yl)phenol dihydrochloride